penta-4-enamide C(CCC=C)(=O)N